S1C(=CC2=C1C=CC=C2)C(=O)NCC2=CC=C(C=C2)B(O)O [4-[(Benzothiophene-2-carbonylamino)methyl]phenyl]boronic acid